(7-(3-(Pyrrolidin-1-yl)propoxy)benzo[d][1,3]dioxol-5-yl)carbamic acid tert-butyl ester C(C)(C)(C)OC(NC1=CC2=C(OCO2)C(=C1)OCCCN1CCCC1)=O